FC=1C=C2C(C=C(N(C2=CC1)C1COCC1)CO)=O 6-Fluoro-2-(hydroxymethyl)-1-(tetrahydrofuran-3-yl)quinolin-4(1H)-one